CNC(=S)NNC(=O)C=1C(=NN(C1)C)C1=CC(=CC=C1)[N+](=O)[O-] N-Methyl-2-(1-methyl-3-(3-nitrophenyl)-1H-pyrazole-4-carbonyl)hydrazine-1-carbothioamide